OC1=C(C=CC(=C1)O)C=1N=C(SC1)CC(C(=O)N)=O (4-(2,4-dihydroxyphenyl)thiazol-2-yl)-2-oxopropanamide